8-hydroxy-(5z,9e,11z,14z)-eicosatetraenoic acid O\C(\C=C\C=C/C=CC(=O)O)=C\CCCCCCCCCCC